7,7-difluoro-2-((S)-2-methylazetidin-1-yl)-4-((1r,5S,6S)-6-((piperazin-1-ylsulfonyl)methyl)-3-azabicyclo[3.1.0]hex-3-yl)-6,7-dihydro-5H-cyclopenta[d]pyrimidine FC1(CCC2=C1N=C(N=C2N2C[C@H]1C([C@H]1C2)CS(=O)(=O)N2CCNCC2)N2[C@H](CC2)C)F